N-[(3R)-1-(4-{[(1RS)-1-(5-chloro-1,3-thiazol-2-yl)ethyl]amino}-2-methylpyrido[3,4-d]pyrimidin-6-yl)pyrrolidin-3-yl]acetamide ClC1=CN=C(S1)[C@@H](C)NC=1C2=C(N=C(N1)C)C=NC(=C2)N2C[C@@H](CC2)NC(C)=O |&1:6|